tert-butyl (2-(7-fluoro-2,3-dihydrobenzo[e][1,4]oxazepin-1(5H)-yl)-2-oxoethyl)carbamate FC1=CC2=C(N(CCOC2)C(CNC(OC(C)(C)C)=O)=O)C=C1